C(C1=CC=CC=C1)(=O)C=1C2=C(C(N(C1)C)=O)NC(=C2)C=2C=NN(C2)C2COC2 4-benzoyl-6-methyl-2-(1-(oxetan-3-yl)-1H-pyrazol-4-yl)-1,6-dihydro-7H-pyrrolo[2,3-c]pyridin-7-one